CC=1C(=NC2=CC=C(C=C2C1C#N)C)N1CCOCC1 3,6-dimethyl-2-morpholino-quinoline-4-carbonitrile